N-[(3-amino-4-bromophenyl)methyl]-6-cyclopropyl-N-(4-fluoro-2-methanesulfonylphenyl)pyridine-3-carboxamide NC=1C=C(C=CC1Br)CN(C(=O)C=1C=NC(=CC1)C1CC1)C1=C(C=C(C=C1)F)S(=O)(=O)C